tert-butyl (2-((2-((cyclohexylmethyl)carbamoyl)-4-oxo-4H-chromen-8-yl)oxy)ethyl)carbamate C1(CCCCC1)CNC(=O)C=1OC2=C(C=CC=C2C(C1)=O)OCCNC(OC(C)(C)C)=O